N-(2-(bicyclo[1.1.1]pentane-1-yl)-1-(4-bromo-2,6-difluorophenyl)-3-methyl-1,2,3,4-Tetrahydroisoquinolin-6-yl)ethanesulfonamide C12(CC(C1)C2)N2C(C1=CC=C(C=C1CC2C)NS(=O)(=O)CC)C2=C(C=C(C=C2F)Br)F